[N+](=O)(O)[O-].C1(=CC=CC=C1)C1OC(=CC(=C1)C1=CC=CC=C1)C1=CC=CC=C1 2,4,6-triphenylpyran nitrate